3-(3-(cyclopropanecarbonyl)-1H-pyrrolo[2,3-b]pyridin-5-yl)-5-isopropylbenzenesulfonamide C1(CC1)C(=O)C1=CNC2=NC=C(C=C21)C=2C=C(C=C(C2)C(C)C)S(=O)(=O)N